2-(3-Formyl-1H-indol-1-yl)propanoic acid C(=O)C1=CN(C2=CC=CC=C12)C(C(=O)O)C